C(C1=CC=CC=C1)N(CC(=O)O)N=O 2-(benzyl-(nitroso)amino)acetic acid